(S)-3-amino-4-(5-(4-((5-(difluoromethyl)-3-fluoropyridin-2-yl)oxy)-3-fluorophenyl)-2H-tetrazol-2-yl)butanoic acid hydrochloride Cl.N[C@@H](CC(=O)O)CN1N=C(N=N1)C1=CC(=C(C=C1)OC1=NC=C(C=C1F)C(F)F)F